3-((7-fluoro-1H-indol-5-yl)oxy)benzonitrile FC=1C=C(C=C2C=CNC12)OC=1C=C(C#N)C=CC1